6-[5-[3-(2,3-dihydro-1H-inden-2-ylamino)propyl]-2-oxo-1,3-oxazolidin-3-yl]-4H-pyrido[3,2-b][1,4]oxazin-3-one C1C(CC2=CC=CC=C12)NCCCC1CN(C(O1)=O)C=1C=CC=2OCC(NC2N1)=O